tert-Butyl (2-(2-(2-((2R)-2-((4S)-6-(4-chlorophenyl)-8-methoxy-1-methyl-4H-benzo[f][1,2,4]triazolo[4,3-a][1,4]diazepin-4-yl)propanamido)ethoxy)ethoxy)ethyl)carbamate ClC1=CC=C(C=C1)C1=N[C@H](C=2N(C3=C1C=C(C=C3)OC)C(=NN2)C)[C@H](C(=O)NCCOCCOCCNC(OC(C)(C)C)=O)C